1-amino-4-phenylaminoanthraquinone NC1=CC=C(C=2C(C3=CC=CC=C3C(C12)=O)=O)NC1=CC=CC=C1